tert-Butyl 4-(3-cyclobutyl-2-(5-(4,4,5,5-tetramethyl-1,3,2-dioxaborolan-2-yl)pyridin-2-yl)propanamido)benzoate C1(CCC1)CC(C(=O)NC1=CC=C(C(=O)OC(C)(C)C)C=C1)C1=NC=C(C=C1)B1OC(C(O1)(C)C)(C)C